tert-butyl 2-(4-bromophenyl)-1-oxa-5-azaspiro[2.3]hexane-5-carboxylate BrC1=CC=C(C=C1)C1OC12CN(C2)C(=O)OC(C)(C)C